3,5-bis(butyloxymethyl)-2,2,6,6-tetramethylheptan-4-ol C(CCC)OCC(C(C)(C)C)C(C(C(C)(C)C)COCCCC)O